O1C2=C(OCC1)C=C(C=C2)C2N(CCC2)CC2CCN(CC2)C2=NC=CC=N2 2-(4-((2-(2,3-dihydrobenzo[b][1,4]dioxin-6-yl)pyrrolidin-1-yl)methyl)piperidin-1-yl)pyrimidine